FC(C=1C(=C2C=NNC2=C(C1F)NC(C)C)C=1N=CC=2N(C1)C=C(N2)NC(=O)[C@H]2[C@H](C2)F)F (1S,2S)-N-(6-(5-(difluoromethyl)-6-fluoro-7-(isopropylamino)-1H-indazol-4-yl)imidazo[1,2-a]pyrazin-2-yl)-2-fluorocyclopropane-1-carboxamide